ClC1=C(C(=CC=C1)Cl)C#CC1CN(C1)C(=O)OC(C)(C)C tert-Butyl 3-((2,6-dichlorophenyl)ethynyl)azetidine-1-carboxylate